ClCC(C(C)Cl)=O 1,3-dichlorobutan-2-one